C(C=C)(=O)N1CC2(C1)CN(CC2)C2=NC(=NC(=C2C#N)C2=C1C=NNC1=CC=C2C)N2CC1=CC=CC=C1C2 4-(2-acryloyl-2,6-diazaspiro[3.4]octan-6-yl)-2-(isoindolin-2-yl)-6-(5-methyl-1H-indazol-4-yl)pyrimidine-5-carbonitrile